C(C)N(CCCCCCCCCCCCCCCCC(=O)[NH-])CC N-(3-diethylaminopropyl)myristoyl-amide